C(#N)C1=C(C=CC=C1)[C@H]([C@H](C)C=1N(C(C(=C(N1)C(=O)NC=1C=NOC1)O)=O)C)C=1C=NC(=CC1)C 2-((1s,2s)-1-(2-cyanophenyl)-1-(6-methylpyridin-3-yl)propan-2-yl)-5-hydroxy-N-(isoxazol-4-yl)-1-methyl-6-oxo-1,6-dihydropyrimidine-4-carboxamide